C1(CCC1)CNCC=1C=C(C=2N(C1)C(=CN2)F)C(=O)NC=2C=NC=C(C2)C2(CC(C2)C)C2=NN=CN2C 6-{[(cyclobutylmethyl)amino]methyl}-3-fluoro-N-{5-[(1r,3s)-3-methyl-1-(4-methyl-1,2,4-triazol-3-yl)cyclobutyl]pyridin-3-yl}imidazo[1,2-a]pyridine-8-carboxamide